NC1=NC=2C=CC(=CC2C2=C1C=NN2C)C(=O)N(N2C(CCCC2)=O)CC2=C(C=C(C=C2)C(F)(F)F)OC 4-amino-N-[[2-methoxy-4-(trifluoromethyl)phenyl]methyl]-1-methyl-N-(2-oxo-1-piperidyl)pyrazolo[4,3-c]quinoline-8-carboxamide